N-(2-(7-(dimethylamino)-1H-indol-3-yl)ethyl)-2-hydroxy-4-methylbenzamide CN(C=1C=CC=C2C(=CNC12)CCNC(C1=C(C=C(C=C1)C)O)=O)C